ClC1=CC(=C(N=N1)N(C)CC1CC1)C(=O)OC methyl 6-chloro-3-[(cyclopropylmethyl)(methyl)amino]pyridazine-4-carboxylate